1-((1-ethylpiperidin-4-yl)methyl)-1H-benzo[d]imidazole-2-carboxylic acid ethyl ester C(C)OC(=O)C1=NC2=C(N1CC1CCN(CC1)CC)C=CC=C2